4,4,5,5-tetramethyl-2-(3,3,5,5-tetramethylcyclohexen-1-yl)-1,3,2-dioxaborolane CC1(OB(OC1(C)C)C1=CC(CC(C1)(C)C)(C)C)C